C[C@H](CCC(=O)SCCNC(=O)CCNC(=O)[C@@H](C(C)(C)COP(=O)([O-])OP(=O)([O-])OC[C@@H]1[C@H]([C@H]([C@@H](O1)N2C=NC3=C(N=CN=C32)N)O)OP(=O)([O-])[O-])O)[C@H]4CC[C@@H]5[C@@]4([C@H](C[C@H]6[C@H]5CC[C@@H]7[C@@]6(CC[C@H](C7)O)C)O)C The molecule is a steroidal acyl-CoA(4-) obtained by deprotonation of phosphate and diphosphate functions of allodeoxycholoyl-CoA; major species at pH 7.3. It is a conjugate base of an allodeoxycholoyl-CoA.